C(#N)C1=CC=C(C(=O)NS(=O)(=O)C2=CC=C(C=C2)C#N)C=C1 4-cyano-N-[(4-cyanophenyl)sulfonyl]benzamide